3-benzyl-1-(trans-4-((5-cyano-4-(oxetan-3-ylamino)pyrimidin-2-yl)amino)cyclohexyl)-1-(5-(1-methyl-1H-pyrazol-4-yl)pyridin-2-yl)urea C(C1=CC=CC=C1)NC(N(C1=NC=C(C=C1)C=1C=NN(C1)C)[C@@H]1CC[C@H](CC1)NC1=NC=C(C(=N1)NC1COC1)C#N)=O